7-(3,5-dimethylphenyl)-2-azaspiro[3.5]nonane CC=1C=C(C=C(C1)C)C1CCC2(CNC2)CC1